FC(OC=1C=C(C=NC1)N(S(=O)(=O)C)CC=1SC(=CN1)C=1OC(=NN1)C(F)F)F N-[5-(difluoromethoxy)pyridin-3-yl]-N-({5-[5-(difluoromethyl)-1,3,4-oxadiazol-2-yl]-1,3-thiazol-2-yl}methyl)methanesulfonamide